methyl 2-amino-3-chloro-5-nitro-benzoate NC1=C(C(=O)OC)C=C(C=C1Cl)[N+](=O)[O-]